C1(CCC1)OC=1C=NC(=C(C(=O)OC)C1)F methyl 5-cyclobutoxy-2-fluoronicotinate